1-(2-(3-fluorobenzyl)-4-(1-methyl-1H-pyrazol-3-yl)-5,8-dihydropyrido[3,4-d]pyrimidin-7(6H)-yl)prop-2-en-1-one FC=1C=C(CC=2N=C(C3=C(N2)CN(CC3)C(C=C)=O)C3=NN(C=C3)C)C=CC1